[3-(2-chloro-6-methyl-4-pyridinyl)-5-[(3-hydroxyazetidin-3-yl)methylamino]Pyrazolo[1,5-a]Pyrimidin-2-yl]Benzonitrile trifluoroacetate FC(C(=O)O)(F)F.ClC1=NC(=CC(=C1)C=1C(=NN2C1N=C(C=C2)NCC2(CNC2)O)C2=C(C#N)C=CC=C2)C